CO[C@H]1CN(CC1)C(=O)OC1=CC=C(C=C1)[N+](=O)[O-] 4-nitrophenyl (R)-3-methoxypyrrolidine-1-carboxylate